N-[3-[6-chloro-2-(2-hydroxyethylamino)pyrimidin-4-yl]-4-methyl-phenyl]-5-(trifluoromethyl)pyridazine-3-carboxamide ClC1=CC(=NC(=N1)NCCO)C=1C=C(C=CC1C)NC(=O)C=1N=NC=C(C1)C(F)(F)F